CC=1C=CC=2N(C1)N=C(N2)C2=C1C=C(N=CC1=C(N=C2)NC)C2(CC2)C(=O)N (5-(6-methyl-[1,2,4]triazolo[1,5-a]pyridin-2-yl)-8-(methylamino)-2,7-naphthyridin-3-yl)cyclopropanecarboxamide